1-(tert-Butyl)-8-(4-methoxycyclohex-1-en-1-yl)-3-methyl-7-(4-((4-(methylsulfonyl)piperidin-1-yl)methyl)phenyl)-3,6-dihydroimidazo[4,5-d]pyrrolo[2,3-b]pyridin-2(1H)-on C(C)(C)(C)N1C(N(C=2C1=C1C(=NC2)NC(=C1C1=CCC(CC1)OC)C1=CC=C(C=C1)CN1CCC(CC1)S(=O)(=O)C)C)=O